FC1=C(C=CC=C1)N1N=CC(=C1)C=1SC=C(N1)C(=O)N([C@@H]1CNCC1)CCC 2-[1-(2-fluorophenyl)-1H-pyrazol-4-yl]-N-propyl-N-[(3S)-pyrrolidin-3-yl]-1,3-thiazole-4-carboxamide